NC1=NC(=NC(=C1C(=O)O)OC1=CC=CC=C1)C1CCCC1 4-amino-2-cyclopentyl-6-phenoxy-pyrimidine-5-carboxylic acid